ClC=1C(=CC(=NC1)C1C(CC2CC(CC12)C#N)C(=O)N)C=1C=C(N2CC(CC12)(C)C)C#N (5-chloro-4-(5-cyano-2,2-dimethyl-2,3-dihydro-1H-pyrrolizin-7-yl)pyridin-2-yl)-5-cyanooctahydropentalene-2-carboxamide